2-aminodeoxyglucose N[C@@H](C=O)[C@@H](O)[C@H](O)[C@H](O)CO